tert-butyl (2S,4S)-4-(((benzyloxy)carbonyl)amino)-2-(hydroxymethyl)pyrrolidine-1-carboxylate C(C1=CC=CC=C1)OC(=O)N[C@H]1C[C@H](N(C1)C(=O)OC(C)(C)C)CO